yttrium 12-mercaptododecyl phosphate P(=O)(OCCCCCCCCCCCCS)([O-])[O-].[Y+3].SCCCCCCCCCCCCOP(=O)([O-])[O-].SCCCCCCCCCCCCOP(=O)([O-])[O-].[Y+3]